C(#N)C=1C=CC(=NC1)C(=O)NC1=CC=C(C(=N1)[C@]1(N=C(O[C@H](C1(F)F)C(F)(F)F)NC(OC(C)(C)C)=O)C)F tert-Butyl ((4R,6R)-4-(6-(5-cyanopicolinamido)-3-fluoropyridin-2-yl)-5,5-difluoro-4-methyl-6-(trifluoromethyl)-5,6-dihydro-4H-1,3-oxazin-2-yl)carbamate